[12-(cyclopropylmethyl)-3,6,12-triazatricyclo[7.3.0.02,6]dodeca-1(9),2,4,7,10-pentaen-11-yl]methanol C1(CC1)CN1C(=CC=2C=CN3C=CN=C3C12)CO